C(C1=CC=CC=C1)OC=1C(=NC=NC1C)C(=O)N1CCN(CC1)C1=C(N(C=2N(C1=O)N=C(N2)C=2CCOCC2)CC(=O)O)CC (6-{4-[5-(benzyloxy)-6-methylpyrimidine-4-carbonyl]piperazin-1-yl}-2-(3,6-dihydro-2H-pyran-4-yl)-5-ethyl-7-oxo-[1,2,4]triazolo[1,5-a]pyrimidin-4-yl)acetic acid